COC=1C=C(C=CC1)P(C1=CC(=CC=C1)OC)=O di(3-methoxyphenyl)phosphine oxide